[14C]-citrate [14C](CC(O)(C(=O)[O-])CC(=O)[O-])(=O)[O-]